COCCN1C2=NC(=NC(=C2N=C1)N)N (2-methoxyethyl)-9H-purine-2,6-diamine